ClC1=C(C(=O)NC2=C3C=NN(C3=CC=C2)C=2C=NC(=CC2)OC)C(=CC=C1CNC(C(C)(C)C)=O)Cl 2,6-Dichloro-3-{[(2,2-dimethylpropanoyl)amino]methyl}-N-[1-(6-methoxypyridin-3-yl)-1H-indazol-4-yl]benzamide